E-β-(1H-5-indolyl)alanine N1C=CC2=CC(=CC=C12)C[C@H](N)C(=O)O